NC=1C(=NC=C(C1)S(=O)(=O)C1=CC(=CC=C1)F)C(=O)NCC(C)(C)O 3-amino-5-[(3-fluorophenyl)sulfonyl]-N-(2-hydroxy-2-methylpropyl)pyridine-2-carboxamide